C(C)(C)(C)C1=NC(=NO1)C1=CC=C(C=C1)C(=O)N1CC2(C1)CC(C2)N2C=NC(=C2)Cl [4-(5-tert-butyl-1,2,4-oxadiazol-3-yl)phenyl]-[6-(4-chloroimidazol-1-yl)-2-azaspiro[3.3]heptan-2-yl]methanone